C(C1=CC=CC=C1)OC1COCC2=C1NC(C1=C2C=C(S1)C1=CC=NN1C)=O 4-(benzyloxy)-8-(1-methyl-1H-pyrazol-5-yl)-1,3,4,5-tetrahydro-6H-pyrano[4,3-b]thieno[3,2-d]pyridin-6-one